N-carbamoylglutamic acid sodium salt [Na+].C(N)(=O)N[C@@H](CCC(=O)[O-])C(=O)[O-].[Na+]